BrC=1C=C(C=C2C(C=C(OC12)N1CCC(CC1)OC)=O)C 8-bromo-2-(4-methoxy-1-piperidyl)-6-methyl-chromen-4-one